1-(2-{6-Cyclopropyl-4-[4-fluoro-2-(4-methyl-1,2,4-triazol-3-yl)phenyl]pyridin-2-yl}-7-fluoro-1,3-benzoxazol-5-yl)-N-[(1-methoxycyclobutyl)methyl]cyclopropan-1-amine C1(CC1)C1=CC(=CC(=N1)C=1OC2=C(N1)C=C(C=C2F)C2(CC2)NCC2(CCC2)OC)C2=C(C=C(C=C2)F)C2=NN=CN2C